tris(2-acryloyloxyethyl)phenylammonium C(C=C)(=O)OCC[N+](C1=CC=CC=C1)(CCOC(C=C)=O)CCOC(C=C)=O